C(C)CC(CC(=O)OOCCCC)=O.C(C)CC(CC(=O)OOCCCC)=O.[Ti] titanium dibutoxy bis(ethyl acetoacetate)